(5-amino-8-(1-methyl-6-oxo-1,6-dihydropyridazin-3-yl)-2-(pyridin-2-ylmethyl)-[1,2,4]triazolo[1,5-c]pyrimidin-7-yl)benzonitrile NC1=NC(=C(C=2N1N=C(N2)CC2=NC=CC=C2)C2=NN(C(C=C2)=O)C)C2=C(C#N)C=CC=C2